N1=CN=CC(=C1)CCC(=O)O 3-(pyrimidin-5-yl)propionic acid